ClC1=NC=2CC(CCC2C(=N1)Cl)C 2,4-dichloro-7-methyl-5,6,7,8-tetrahydroquinazoline